CC1C(CCC(=C1)C)C=O 2,4-Di-methyl-3-cyclohexen-1-carboxaldehyd